N(=C=O)CCCC[Si](OC)(C)C 4-Isocyanatobutyldimethylmethoxysilane